5-bromo-N-(3,5-difluorophenyl)-2-(methoxymethyl)-N-(3-tetrahydropyran-2-yloxypropyl)-1,2,4-triazol-3-amine BrC=1N=C(N(N1)COC)N(CCCOC1OCCCC1)C1=CC(=CC(=C1)F)F